COC1=CC(=C(C#N)C=C1)N1C(NC=2C1=NC=CC2)=O 4-methoxy-2-(2-oxo-1H-imidazo[4,5-b]pyridin-3(2H)-yl)benzonitrile